FC1=CC(=C(C=N1)C=1N=C2N(N=CC(=C2NC(C)C)C(=O)NC2CC(C2)C(C)(C)O)C1)C 2-(6-fluoro-4-methylpyridin-3-yl)-N-((1r,3r)-3-(2-hydroxyprop-2-yl)cyclobutyl)-8-(isopropylamino)imidazo[1,2-b]pyridazine-7-carboxamide